4-bromo-1-(tetrahydropyran-2-yl)pyrazole BrC=1C=NN(C1)C1OCCCC1